(dl)-histidine N[C@@H](CC1=CNC=N1)C(=O)O |r|